2,2,2-trifluoroethyltin FC(C[Sn])(F)F